NC=1N=C(SC1C(C1=CC=C(C=C1)OC)=O)N(C1=CC=C(C=C1)F)[C@@H](C(=O)N)C (R)-2-(N-[4-amino-5-(4-methoxybenzoyl)thiazol-2-yl]-4-fluoro-anilino)propanamide